5-bromo-6-methyl-1-(3,4,5,6-tetrahydro-2H-pyran-2-yl)indazole 6-methoxy-6-((triethylsilyl)oxy)hexyl-2-(decylthio)hexanoate COC(CCCCCOC(C(CCCC)SCCCCCCCCCC)=O)O[Si](CC)(CC)CC.BrC=1C=C2C=NN(C2=CC1C)C1OCCCC1